1-(cyclobutylmethyl)-5-(2,4-difluorophenoxy)-N-(2-(dimethylamino)ethyl)-1H-indazole-6-carboxamide C1(CCC1)CN1N=CC2=CC(=C(C=C12)C(=O)NCCN(C)C)OC1=C(C=C(C=C1)F)F